4-(3-fluorobenzyl)-N-((S)-5-methyl-4-oxo-7-(2-((R)-2,2,5,5-tetramethyl-1,3-dioxolan-4-yl)ethoxy)-2,3,4,5-tetrahydrobenzo[b][1,4]oxazepin-3-yl)-1H-pyrazole-1-carboxamide FC=1C=C(CC=2C=NN(C2)C(=O)N[C@@H]2C(N(C3=C(OC2)C=CC(=C3)OCC[C@H]3OC(OC3(C)C)(C)C)C)=O)C=CC1